FC=1C=C(C(=NC1)C(=O)N(C)OC)C(F)(F)F 5-fluoro-N-methoxy-N-methyl-3-(trifluoromethyl)pyridine-2-carboxamide